(S)-6,8-dichloro-3-(1-hydroxy-3-methylbutan-2-yl)pyrido[3,4-d]pyrimidin-4(3H)-one ClC1=CC2=C(N=CN(C2=O)[C@H](CO)C(C)C)C(=N1)Cl